NC=1C=NC=C2C=CC(=NC12)N1CCS(CC1)(=O)=O 4-(8-amino-1,6-naphthyridin-2-yl)thiomorpholine 1,1-dioxide